COC(=O)C=1N=C(S(C1C1CCC1)C)Br methyl-2-bromo-5-cyclobutylthiazole-4-carboxylic acid methyl ester